C1(CC1)N1N=C(C2=C1C=NN(C2=O)CC(=O)N[C@@H](C)C2=NC=C(C=C2)C(F)(F)F)C (S)-2-(1-Cyclopropyl-3-methyl-4-oxo-1,4-dihydro-5H-pyrazolo[3,4-d]pyridazin-5-yl)-N-(1-(5-(trifluoromethyl)pyridin-2-yl)ethyl)acetamid